(1R,2S,5S)-N-[2-amino-1-(1-methyl-2-oxo-4-quinolyl)-2-oxo-ethyl]-3-[(2S)-3,3-dimethyl-2-[(2,2,2-trifluoroacetyl)amino]butanoyl]-6,6-dimethyl-3-azabicyclo[3.1.0]hexane-2-carboxamide NC(C(C1=CC(N(C2=CC=CC=C12)C)=O)NC(=O)[C@@H]1[C@H]2C([C@H]2CN1C([C@H](C(C)(C)C)NC(C(F)(F)F)=O)=O)(C)C)=O